4-bromo-3-chlorophenyl 3-azido-3-deoxy-1-thio-α-D-galactopyranoside N(=[N+]=[N-])[C@@H]1[C@H]([C@@H](SC2=CC(=C(C=C2)Br)Cl)O[C@@H]([C@@H]1O)CO)O